BrC1=C(C=C2C(=NC(=NC2=C1F)OC[C@H]1N(CCC1)C)N([C@H]1[C@H](N(CC1)C(=O)OC(C)(C)C)COC)C)C(F)(F)F tert-butyl (2S,3R)-3-((7-bromo-8-fluoro-2-(((S)-1-methylpyrrolidin-2-yl) methoxy)-6-(trifluoromethyl)quinazolin-4-yl)(methyl)amino)-2-(methoxymethyl)pyrrolidine-1-carboxylate